N[C@@H]1[C@H](C[C@@H]2CN(C[C@@H]2C1)C1=NN2C(S1)=NC=C2C2=C(C=C(C=C2)F)OC)O (3aS,5S,6S,7aR)-6-amino-2-(5-(4-fluoro-2-methoxyphenyl)imidazo[2,1-b][1,3,4]thiadiazol-2-yl)octahydro-1H-isoindol-5-ol